4-(2-Cyclopropyl-benzyl)-1-(2,2-difluoro-propyl)-6-[1-(2-fluoro-6-methyl-phenyl)-piperidin-4-yl]-7-methyl-1,4,6,7-tetrahydro-pyrazolo[4,3-d]pyrimidin-5-one C1(CC1)C1=C(CN2C(N(C(C3=C2C=NN3CC(C)(F)F)C)C3CCN(CC3)C3=C(C=CC=C3C)F)=O)C=CC=C1